C(C=C)(=O)OC1C(C(C(C1)C)C)C 2,3,4-trimethyl-1-cyclopentyl acrylate